4-cyano-2,6-naphthalenedicarboxylic acid C(#N)C1=CC(=CC2=CC=C(C=C12)C(=O)O)C(=O)O